ClC(=C[C@H]1C([C@@H]1C(=O)OCC1=C(C(=C(C(=C1F)F)C(F)(F)F)F)Cl)(C)C)Cl 2-chloro-3,5,6-trifluoro-4-trifluoromethylbenzyl (1R)-trans-3-(2,2-dichloro-1-ethenyl)-2,2-dimethylcyclopropanecarboxylate